6-bromo-[1,2,5]thiadiazolo[3,4-b]pyridine BrC1=CC=2C(N=C1)=NSN2